Boc-phenylalanyl-decylamine C(=O)(OC(C)(C)C)N[C@@H](CC1=CC=CC=C1)C(=O)NCCCCCCCCCC